C(C)OC(C(C(=O)C=1OC=C(C1)C1=CN(C2=C(C=CC=C12)F)C(=O)OC(C)(C)C)(F)F)=O difluoro-3-(4-(1-Boc-7-fluoro-1H-indol-3-yl)furan-2-yl)-3-oxopropanoic acid ethyl ester